(1R*,3S*)-1-(3-chlorobenzyl)-N-methoxy-N-methyl-3-(methylsulfonamido)cyclopentane-1-carboxamide ClC=1C=C(C[C@]2(C[C@H](CC2)NS(=O)(=O)C)C(=O)N(C)OC)C=CC1 |o1:5,7|